ClC1=C(C=C(C=2C([C@]3(C(=CC(C[C@H]3C)=O)OC)OC21)=O)OC)C=2OC(=NN2)C2CCOCC2 (2S,5'R)-7-chloro-3',4-dimethoxy-5'-methyl-6-(5-tetrahydropyran-4-yl-1,3,4-oxadiazol-2-yl)spiro[benzofuran-2,4'-cyclohex-2-ene]-1',3-dione